FC(OC1=CC2=C(N=C(O2)C=2C(=C(C=CC2)C2=C(C(=CC=C2)C=2OC3=NC=C(C=C3N2)CN2CC(C2)N(C)C)C)C)C=C1)F 6-(difluoromethoxy)-2-(3'-(6-((3-(dimethylamino)azetidin-1-yl)methyl)oxazolo[5,4-b]pyridin-2-yl)-2,2'-dimethyl-[1,1'-biphenyl]-3-yl)benzo[d]oxazol